CC(C(C(=O)NCCC1=CC(=C(C=C1)OCC#CC1=CC=C(C=C1)Cl)OC)(S(=O)(=O)C)N)(C)C methyl-N-(2-(4-[3-(4-chlorophenyl)prop-2-ynyloxy]-3-methoxyphenyl)ethyl)-2-methanesulfonyl-amino-3-methylbutanamide